(S,E)-5-(benzyloxycarbonylamino)-7-methyloct-3-enamide C(C1=CC=CC=C1)OC(=O)N[C@H](/C=C/CC(=O)N)CC(C)C